[Na].C(CCCCCCC\C=C/C[C@H](O)CCCCCC)(=O)OC methyl ricinoleate sodium